NC=1CC(C(=CC1)C1=CC=C(C=C1)N)(C(=O)O)C(=O)O 4,4'-diaminobiphenyl-2,2-dicarboxylic acid